tert-butyl 4-((6-chloro-3,5-dimethylpyrazin-2-yl)oxy)piperidine-1-carboxylate ClC1=C(N=C(C(=N1)OC1CCN(CC1)C(=O)OC(C)(C)C)C)C